(S)-2-Amino-3-(7-methoxy-6-methyl-2-oxo-1,2-dihydroquinolin-3-yl)propanamide N[C@H](C(=O)N)CC=1C(NC2=CC(=C(C=C2C1)C)OC)=O